p-hydroxydodecyl-benzoic acid OCCCCCCCCCCCCC1=CC=C(C(=O)O)C=C1